C[N+](C)(C)CCOP(=O)([O-])OC[C@@H](COC(=O)CCCCCCCCCCCCCCCC=C)OC(=O)CCCCCCCCCCCCCCCC=C 1,2-di-(17Z-octadecenoyl)-sn-glycero-3-phosphocholine